4-(4-((4-([1,2,4]triazolo[1,5-a]pyridin-7-yloxy)-2-fluoro-3-methylphenyl)amino)pyrido[3,2-d]pyrimidin-6-yl)-2,2-dimethylpiperazine-1-carbonitrile N=1C=NN2C1C=C(C=C2)OC2=C(C(=C(C=C2)NC=2C1=C(N=CN2)C=CC(=N1)N1CC(N(CC1)C#N)(C)C)F)C